tert-butyl (6-methyl-5-((2-(methylsulfonyl)ethyl)amino)pyridin-2-yl)carbamate CC1=C(C=CC(=N1)NC(OC(C)(C)C)=O)NCCS(=O)(=O)C